BrC1=CC=C(C=C1)[C@]12[C@](C3=C(C=NC=C3OC)O1)([C@H]([C@@H]([C@H]2C2=CC=CC=C2)C(=O)OC)C#N)O |r| Rac-methyl (4bR,5R,6R,7S,7aR)-7a-(4-bromophenyl)-5-cyano-4b-hydroxy-4-methoxy-7-phenyl-4b,6,7,7a-tetrahydro-5H-cyclopenta[4,5]furo[2,3-c]pyridine-6-carboxylate